5-[2-(2-Methyl-quinoline-8-sulfonylamino)-phenylethynyl]-pyridine-2-carboxylic acid CC1=NC2=C(C=CC=C2C=C1)S(=O)(=O)NC1=C(C=CC=C1)C#CC=1C=CC(=NC1)C(=O)O